CN1C=NC=C1C[C@@H]1CC[C@H](CC1)C(=O)O trans-4-[(3-methylimidazol-4-yl)methyl]cyclohexanecarboxylic acid